C(=C)C(O)C1=CSC2=C1C=CC=C2 vinyl-(3-benzothienyl)methanol